BrC1=CC(=NN1C1OCCCC1)CN1C(C2=CC=C(C=C2C=N1)S(=O)(=O)C1=CC=CC=C1)=O 2-((5-bromo-1-(tetrahydro-2H-pyran-2-yl)-1H-pyrazol-3-yl)methyl)-6-(phenylsulfonyl)phthalazin-1(2H)-one